CN1C(C2=C(C(=C1)C=1C=C(C=CC1OC1=CC(=CC=C1)OCCOCCOCCOCCOCCOC1CCNCC1)NS(=O)(=O)CC)C=CN2)=O N-[3-(6-methyl-7-oxo-1H-pyrrolo[2,3-c]pyridin-4-yl)-4-[3-[2-[2-[2-[2-[2-(4-piperidyloxy)ethoxy]ethoxy]ethoxy]ethoxy]ethoxy]phenoxy]phenyl]ethanesulfonamide